C(CCCCC)C1(CC(C(CC1)C(CO)C)O)C 1-n-hexylmenthane-3,9-diol